9-ethyl-6,6-dimethyl-8-(1-methyl-1H-pyrazol-4-yl)-11-oxo-6,11-dihydro-5H-benzo[b]carbazole-3-carbonitrile C(C)C1=CC2=C(C(C=3NC4=CC(=CC=C4C3C2=O)C#N)(C)C)C=C1C=1C=NN(C1)C